ClC=1C=C(OC2=C(C=C(C=C2)NC(CC2=C(C=CC(=C2)OC(C(F)F)(F)F)Cl)=O)S(N)(=O)=O)C=CC1 N-[4-(3-chlorophenoxy)-3-sulfamoylphenyl]-2-[2-chloro-5-(1,1,2,2-tetrafluoroethoxy)phenyl]acetamide